C(C=C)OP(OCC#C)(=O)CC=C 2-propenylphosphonic acid (2-propynyl) (2-propenyl) ester